FC(CCOCC(C(F)(F)F)(F)F)(F)F (3,3,3-trifluoro-n-propyl)(2,2,3,3,3-pentafluoro-n-propyl)ether